ClC(Cl)[SiH2]C1=CC=CC=C1 Dichloromethylphenyl-Silane